3-([1,1'-biphenyl]-4-yl)-1-((tetrahydrofuran-3-yl)methyl)piperidine C1(=CC=C(C=C1)C1CN(CCC1)CC1COCC1)C1=CC=CC=C1